N=1N=CN(C1)C=1C=C(OCCOC2=CC=C(C#N)C=C2)C=CC1 4-(2-(3-(4H-1,2,4-triazol-4-yl)phenoxy)ethoxy)benzonitrile